2-(6-azaspiro[2.5]Oct-6-yl)benzeneFormic acid C1CC12CCN(CC2)C2=C(C=CC=C2)C(=O)O